C(C)(=O)NC=1N=C(C2=CN=C(C(=C2C1C)F)C1=CC(=CC2=CC=C(C(=C12)C#C[Si](C(C)C)(C(C)C)C(C)C)F)OCOC)N1CC2CCC(C1)N2C(=O)[O-] 3-(3-Acetamido-5-fluoro-6-(7-fluoro-3-(methoxymethoxy)-8-((triisopropylsilyl)ethynyl)naphthalen-1-yl)-4-methyl-2,7-naphthyridin-1-yl)-3,8-diazabicyclo[3.2.1]octane-8-carboxylate